(S)-(5-(1-methyl-1H-pyrazol-3-yl)-1,3,4-oxadiazol-2-yl)(4-(7-methylbenzo[d]oxazol-2-yl)-6,7-dihydro-1H-imidazo[4,5-c]pyridin-5(4H)-yl)methanone CN1N=C(C=C1)C1=NN=C(O1)C(=O)N1[C@@H](C2=C(CC1)NC=N2)C=2OC1=C(N2)C=CC=C1C